C(N)(=O)C=1C=C(C=NC1)NC(C(=O)N(CC1=NC=C(C=C1)C(F)(F)F)[C@H]1[C@@H](CCC1)OC(F)F)=O N1-(5-carbamoylpyridin-3-yl)-N2-((1R,2R)-2-(difluoromethoxy)cyclopentyl)-N2-((5-(trifluoromethyl)pyridin-2-yl)methyl)oxalamide